ClC=1C=C2C(=NC1C1=CC=C(C=C1)C1=CC=C(C=C1)C(=O)NCCP(O)(O)=O)N=C(N2)O[C@H]2[C@@H]1[C@H](OC2)[C@@H](CO1)O (2-(4'-(6-chloro-2-(((3R,3aR,6R,6aR)-6-hydroxyhexahydrofuro[3,2-b]furan-3-yl)oxy)-1H-imidazo[4,5-b]pyridin-5-yl)-[1,1'-biphenyl]-4-carboxamido)ethyl)phosphonic acid